tert-butyl 6-[4-(3,4-dichloro-2-fluoro-anilino)quinazolin-6-yl]-1,6-diazaspiro[3.3]heptane-1-carboxylate ClC=1C(=C(NC2=NC=NC3=CC=C(C=C23)N2CC3(CCN3C(=O)OC(C)(C)C)C2)C=CC1Cl)F